[Si](C)(C)(C(C)(C)C)OC1CCCC=2C(=NC(=NC12)N1C(=CC=2C(=CC=CC12)C#N)C)SC 1-[8-[tert-butyl(dimethyl)silyl]oxy-4-methylsulfanyl-5,6,7,8-tetrahydroquinazolin-2-yl]-2-methyl-indole-4-carbonitrile